3-chloro-5-trifluoromethyl-pyridin ClC=1C=NC=C(C1)C(F)(F)F